4-Acetylamino-2'-(carboxymethoxy)-6'-hydroxychalcone C(C)(=O)NC1=CC=C(C=C1)\C=C\C(=O)C1=C(C=CC=C1O)OCC(=O)O